FC=1C=C(C=CC1OC1=NC=CC(=N1)C)C=1C(=NC(=NC1)NC=1C=NN(C1)C)C=1C(=C(C=CC1)C=CC(=O)[NH-])OC N-(3-(5-(3-Fluoro-4-((4-methylpyrimidin-2-yl)oxy)phenyl)-2-((1-methyl-1H-pyrazol-4-yl)amino)pyrimidin-4-yl)2-methoxyphenyl)acryloylamide